(E)-3-pyrrolidinecarboxamide N1CC(CC1)C(=O)N